NC1=NC=C(C=C1O[C@H](C)C=1C=C(C=CC1)NC(C1=CC(=CC=C1)C1(CC1)C#N)=O)Cl (R)-N-(3-(1-((2-amino-5-chloropyridin-3-yl)oxy)ethyl)-phenyl)-3-(1-cyanocyclopropyl)-benzamide